2-chloro-5-trifluoromethylpyridine ClC1=NC=C(C=C1)C(F)(F)F